2-((2S)-4-(7-(8-ethynyl-7-fluoro-3-hydroxynaphth-1-yl)-6,8-difluoro-2-(((2R,7aS)-2-fluorotetrahydro-1H-pyrrolizin-7a(5H)-yl)methoxy)quinazolin-4-yl)piperazin-2-yl)acetonitrile C(#C)C=1C(=CC=C2C=C(C=C(C12)C1=C(C=C2C(=NC(=NC2=C1F)OC[C@]12CCCN2C[C@@H](C1)F)N1C[C@@H](NCC1)CC#N)F)O)F